CN1C(=NC(=C1)C)C1=CC=C(CC2=NN=C3N2C=C(C=C3)C3=C(C=CC=C3)C(C)C)C=C1 (4-(1,4-dimethyl-1H-imidazol-2-yl)benzyl)-6-(2-isopropylphenyl)-[1,2,4]triazolo[4,3-a]pyridine